3-methyl-5-(trifluoromethyl)benzene-1,2-diamine CC1=C(C(=CC(=C1)C(F)(F)F)N)N